COOP(=O)(O)C1=C(OCC(=O)O)C=CC=C1 2-(2-(methoxyphosphono)phenoxy)acetic acid